tert-butyl 4-ethynyl-2-(methoxymethyl)benzylcarbamate C(#C)C1=CC(=C(CNC(OC(C)(C)C)=O)C=C1)COC